CC1CCC(C(C1)SC(C(=O)O)C)=C(C)C 2-((5-methyl-2-(propan-2-ylidene)cyclohexyl)thio)propanoic acid